(10R)-5-bromo-12-[2-(2-fluorophenyl)-1,3-dithian-2-yl]-8-oxa-1,3,6-triazatricyclo[8.4.0.02,7]tetradeca-2(7),3,5-trien-12-ol BrC=1C=NC=2N3CCC(C[C@@H]3COC2N1)(O)C1(SCCCS1)C1=C(C=CC=C1)F